C(C(O)C1=CC=CC=C1)(=O)OC(CC)O propanediol Mandelate